FC=1C(=CC(=C(C1)NC=1N=CC2=C(N1)N(C=C2)C2=CC=C(C=C2)NS(=O)(=O)C(C)C)OC)N2CCN(CC2)C N-(4-(2-((5-Fluoro-2-methoxy-4-(4-methylpiperazin-1-yl)phenyl)amino)-7H-pyrrolo[2,3-d]pyrimidin-7-yl)phenyl)propane-2-sulfonamide